FC(COC[C@]1(CCC(C=2N(C1)N=C1C2CN(CC1)C(=O)OC(C)(C)C)(F)F)O)F |o1:5| (R*)-tert-Butyl 8-((2,2-difluoroethoxy)methyl)-11,11-difluoro-8-hydroxy-3,4,8,9,10,11-hexahydro-1H-pyrido[4',3':3,4]pyrazolo[1,5-a]azepine-2(7H)-carboxylate